ClCCC(=O)NC1(CCCCC1)C1=CC=CC=C1 3-chloro-N-(1-phenylcyclohexyl)propionamide